ClC1=C(C=CC=C1)C(C(C)=O)=C 3-(2-chlorophenyl)but-3-en-2-one